dibutyl-dithiocarbamic acid Zinc [Zn].C(CCC)N(C(S)=S)CCCC